C(#N)C=1C=CC(=C(C1)C1=CC=2C(=NC(=CC2)NC(C(=O)O)=O)N1)C(F)(F)F 2-((2-(5-Cyano-2-(trifluoromethyl)phenyl)-1H-pyrrolo[2,3-b]pyridin-6-yl)amino)-2-oxoacetic acid